C(C=C)(=O)OCCOP(OCCOC(C=C)=O)(O)=O phosphoric acid di(acryloyloxyethyl) ester